N1CCC(CC1)N1C(NC2=C1C(=CC=C2)C(F)(F)F)=O 1-(piperidin-4-yl)-7-(trifluoromethyl)-1,3-dihydro-2H-benzo[d]Imidazol-2-one